C(#N)C=1C=NN2C1C(=C(C=C2)C(=O)N)C#CC#CCC(C=2C(N(C=CC2)C)=O)C2=C(C=CC(=C2)F)F 3-Cyano-4-(6-(2,5-difluorophenyl)-6-(1-methyl-2-oxo-1,2-dihydropyridin-3-yl)hex-1,3-diyn-1-yl)pyrazolo[1,5-a]pyridine-5-carboxamide